FC1([C@H]2CN([C@@H](C1)C2)C2=NC=C(C=C2C(=O)NC2=CC(=NC=C2)S(N)(=O)=O)C(F)(F)F)F ((1R,4R)-5,5-difluoro-2-azabicyclo[2.2.1]heptan-2-yl)-N-(2-sulfamoyl-4-pyridyl)-5-(trifluoromethyl)pyridine-3-carboxamide